N-methyl-1-((S)-oxirane-2-carbonyl)pyrrolidine-3-carboxamide hexafluorophosphate lithium salt [Li+].F[P-](F)(F)(F)(F)F.CNC(=O)C1CN(CC1)C(=O)[C@H]1OC1